6-(2-methylpyrimidin-5-yl)imidazo[1,2-a]pyridine-2-carboxamide CC1=NC=C(C=N1)C=1C=CC=2N(C1)C=C(N2)C(=O)N